N1N=C(C=C1)C(=O)N PYRAZOLE-CARBOXAMIDE